potassium propanoate salt C(CC)(=O)[O-].[K+]